ClC1=CC(=C(C=C1C#N)NS(=O)(=O)C=1C=C(C(=O)O)C=CC1C1CC1)OCC1CC(C1)(C)C 3-(N-(4-chloro-5-cyano-2-((3,3-dimethylcyclobutyl)methoxy)phenyl)sulfamoyl)-4-cyclopropylbenzoic acid